2-[1-[6-methyl-2-(1-methylpyrazolo[4,3-b]pyridin-5-yl)-4-oxo-chromen-8-yl]ethylamino]benzoic acid tert-butyl ester C(C)(C)(C)OC(C1=C(C=CC=C1)NC(C)C=1C=C(C=C2C(C=C(OC12)C1=CC=C2C(=N1)C=NN2C)=O)C)=O